COC(=O)C=1NC2=CC(=CC=C2C1)C1=CC2=C(N(C(N2C)=O)CC2=NC=C(C=C2)C=2OC(=NN2)C(F)F)C=C1 6-(1-((5-(5-(difluoromethyl)-1,3,4-oxadiazol-2-yl)pyridin-2-yl)methyl)-3-methyl-2-oxo-2,3-dihydro-1H-benzo[d]imidazol-5-yl)-1H-indole-2-carboxylic acid methyl ester